ClC1=NC=NC=C1C(F)(F)F 4-chloro-5-(trifluoromethyl)pyrimidine